ethyl((5-(4-fluorophenyl)-6-(2-hydroxyethyl)-1H-pyrazolo[4,3-g]isoquinolin-8-yl)imino)(methyl)-λ6-sulfanone C(C)S(=O)(C)=NC1=NC(=C(C2=CC3=C(C=C12)NN=C3)C3=CC=C(C=C3)F)CCO